7,7-dimethyl-7,12-dihydrobenzo[c]acridine CC1(C=2C=CC=CC2NC=2C3=C(C=CC12)C=CC=C3)C